N-[(3S,4S)-8-(5-bromopyrazin-2-yl)-3-methyl-2-Oxa-8-azaspiro[4.5]decan-4-yl]-2-methyl-propane-2-sulfinamide BrC=1N=CC(=NC1)N1CCC2([C@@H]([C@@H](OC2)C)NS(=O)C(C)(C)C)CC1